COC=1N=C2C(=CC=NC2=CC1OC)OC1=C(C=C(C=C1)NC(=O)C=1C(=NC(=C(C1O)C1=CC=C(C=C1)F)O)C)F N-[4-[(6,7-Dimethoxy-1,5-naphthyridin-4-yl)oxy]-3-fluorophenyl]-5-(4-fluorophenyl)-4,6-dihydroxy-2-methylpyridine-3-carboxamide